COC1=CC2=C(C=N1)CN(C2)C2=NC=CC(=N2)C#N 2-(6-Methoxy-1,3-dihydro-2H-pyrrolo[3,4-c]pyridin-2-yl)pyrimidine-4-carbonitrile